4-{[(2R,5R)-1-{2-[6-(1,1-Difluoroethyl)-3,3-dimethyl-1H,2H,3H-pyrrolo[3,2-b]pyridin-1-yl]-2-oxoethyl}-5-methylpiperazin-2-yl]methyl}-1-methylpiperazin-2-one dihydrochloride Cl.Cl.FC(C)(F)C=1C=C2C(=NC1)C(CN2C(CN2[C@H](CN[C@@H](C2)C)CN2CC(N(CC2)C)=O)=O)(C)C